CN1CCC(CC1)N1N=CC(=C1)C1=CC=C2C(=NC=NC2=C1)C=1C(=NNC1)C1=CC=CC=C1 7-(1-(1-methylpiperidin-4-yl)-1H-pyrazol-4-yl)-4-(3-phenyl-1H-pyrazol-4-yl)quinazoline